N-(tetrahydro-2H-pyran-4-yl)pyrazolo[1,5-a]pyridine-3-carboxamide O1CCC(CC1)NC(=O)C=1C=NN2C1C=CC=C2